8-((2,3-dichlorophenyl)thio)-5-(piperidin-1-yl)imidazo[1,2-c]pyrimidine ClC1=C(C=CC=C1Cl)SC=1C=2N(C(=NC1)N1CCCCC1)C=CN2